N-(4-morpholinylamino)-2-(3-cyano-4-isobutoxyphenyl)-4-methylthiazole-5-carboxamide hydrochloride Cl.N1(CCOCC1)NNC(=O)C1=C(N=C(S1)C1=CC(=C(C=C1)OCC(C)C)C#N)C